1-((6-(2-(diethylamino)ethoxy)quinoxalin-5-yl)methyl)naphthalen-2-ol C(C)N(CCOC=1C(=C2N=CC=NC2=CC1)CC1=C(C=CC2=CC=CC=C12)O)CC